FC=1C=C(C=CC1C)C1=CC2=C(N=CN=C2N2C[C@H](CCC2)C(=O)NCC2=CC=C(C=C2)SC)N1 (S)-1-(6-(3-fluoro-4-methylphenyl)-7H-pyrrolo[2,3-d]pyrimidin-4-yl)-N-(4-(methylthio)benzyl)piperidine-3-carboxamide